C(C)(C)(C)[Si](OCC1OCCC1)(C)C 2-[[tert-butyl-(dimethyl)silyl]oxymethyl]tetrahydrofuran